NC1=NC=2C=NC(=CC2C2=C1C=NN2C)C(=O)N2[C@H]1C3=C(O[C@@H](CC2)C1)C=C(C=C3)C(F)(F)F (4-amino-1-methyl-1H-pyrazolo[4,3-c][1,7]naphthyridin-8-yl)((2S,6R)-9-(trifluoromethyl)-3,4-dihydro-2H-2,6-methanobenzo[b][1,5]oxazocin-5(6H)-yl)methanone